N-((1S,3S)-3-(2-methoxyethoxy)cyclopentyl)-4-(1-methyl-1H-imidazol-5-yl)pyrimidine-2-carboxamide COCCO[C@@H]1C[C@H](CC1)NC(=O)C1=NC=CC(=N1)C1=CN=CN1C